P([O-])([O-])=O.[K+].[K+] Potassium phosphonate